(2,4-bis((12-((2-octyldodecyl)oxy)dodecyl)oxy)phenyl)methanol C(CCCCCCC)C(COCCCCCCCCCCCCOC1=C(C=CC(=C1)OCCCCCCCCCCCCOCC(CCCCCCCCCC)CCCCCCCC)CO)CCCCCCCCCC